2-(6-amino-5-((1R,5S)-8-(4-(piperidin-4-yl)pyrimidin-2-yl)-3,8-diazabicyclo[3.2.1]octan-3-yl)pyridazin-3-yl)phenol NC1=C(C=C(N=N1)C1=C(C=CC=C1)O)N1C[C@H]2CC[C@@H](C1)N2C2=NC=CC(=N2)C2CCNCC2